ClC=1C=C(C=CC1F)C=1N=CN(C1C=1C=CC=2N(N1)C(=CN2)C#N)CCC(C)(C)O 6-(4-(3-chloro-4-fluorophenyl)-1-(3-hydroxy-3-methylbutyl)-1H-imidazol-5-yl)imidazo[1,2-b]pyridazine-3-carbonitrile